C1(CC1)C1=NNC(=N1)C1CC2(CN(C2)C(=O)N2CC3(C2)CCC(CC3)S(=O)(=O)C3=CC(=CC=C3)C(F)(F)F)C1 [6-(3-cyclopropyl-1H-1,2,4-triazol-5-yl)-2-azaspiro[3.3]heptan-2-yl]-[7-[3-(trifluoromethyl)phenyl]sulfonyl-2-azaspiro[3.5]nonan-2-yl]methanone